5-(phenyl)-1,3,4-oxadiazole-2-carboxylic acid hydrazide C1(=CC=CC=C1)C1=NN=C(O1)C(=O)NN